C(C)C1=C2C(=NC(=C1)C(=O)OC)C=C(O2)C2=C(C=C(C=C2)NC(=O)N2C[C@@H](CC2)O)F Methyl (R)-7-ethyl-2-(2-fluoro-4-(3-hydroxypyrrolidine-1-carboxamido)phenyl)furo[3,2-b]-pyridine-5-carboxylate